FC=1C=C(C=CC1)C1=C2C(=NN1C)[C@@H]1CCC[C@H](C2)N1C(=O)C=1C=C2C=CC=NC2=CC1 ((5R,9S)-3-(3-Fluorophenyl)-2-methyl-4,5,6,7,8,9-hexahydro-2H-5,9-epiminocycloocta[c]pyrazol-10-yl)(quinolin-6-yl)methanone